CC1=C(C=2OC(=COC2C=C1)NC1=C(C=CC=C1)N1CCNCC1)S(=O)(=O)N Methyl-5,8-dioxa-7-((2-(piperazin-1-yl)phenyl)amino)-5,8-dihydronaphthalene-1-sulfonamide